ClC1=NC=C(C(=N1)NCC1=C(C(=CC=C1F)F)Cl)C(=O)N 2-chloro-4-[(2-chloro-3,6-difluorobenzyl)amino]pyrimidin-5-carboxamide